[4-(5-chlorooxazolo[4,5-b]pyridin-2-yl)piperazin-1-yl]-[5-methyl-6-[(1-methylcyclopropyl)methoxy]-3-pyridyl]methanone ClC1=CC=C2C(=N1)N=C(O2)N2CCN(CC2)C(=O)C=2C=NC(=C(C2)C)OCC2(CC2)C